5-((4-methoxybenzyl)thio)-7-methyl-3-(trifluoromethyl)-1,6-naphthyridine COC1=CC=C(CSC2=C3C=C(C=NC3=CC(=N2)C)C(F)(F)F)C=C1